(Z)-cyclooct-4-en C1CC\C=C/CCC1